C(C)[N+](\C=C\COC(NC1=CC=CC=C1)=O)(CC)[O-] (E)-N,N-diethyl-3-((phenylcarbamoyl)oxy)prop-1-en-1-amine oxide